methyl 2-(3-(1-(3-isopropylbenzoyl) piperidin-3-yl) phenoxy)-2-methylpropionate C(C)(C)C=1C=C(C(=O)N2CC(CCC2)C=2C=C(OC(C(=O)OC)(C)C)C=CC2)C=CC1